ClC(C)(Cl)F chlorofluoro-chloroethane